C(C)(C)(C)OC(=O)N[C@@H](C(=O)[O-])CCCO (R)-2-((tert-butoxycarbonyl) amino)-5-hydroxypentanoate